C(C)C1(CCC=2C1=NC(=CC2)NC2=NC(=NC=C2C#N)NC2=CC=C(C=C2)N2C[C@H](N[C@H](C2)C)C)O |r| 4-[(7-ethyl-7-hydroxy-5,6-dihydrocyclopenta[b]pyridin-2-yl)amino]-2-[4-[rac-(3R,5S)-3,5-dimethylpiperazin-1-yl]anilino]pyrimidine-5-carbonitrile